6-(pyridin-2-yl)-2-thioxo-4(1H,3H)-pyrimidinone N1=C(C=CC=C1)C1=CC(NC(N1)=S)=O